N-(8-(4,4-difluoropiperidin-1-yl)-3-(dimethylphosphoryl)quinolin-6-yl)-4-(2-hydroxyethylsulfonamido)-2-(6-azaspiro[2.5]octan-6-yl)benzamide FC1(CCN(CC1)C=1C=C(C=C2C=C(C=NC12)P(=O)(C)C)NC(C1=C(C=C(C=C1)NS(=O)(=O)CCO)N1CCC2(CC2)CC1)=O)F